ClC1=C(C=C(CC(C(=O)N)C)C=C1)C=1NC(C=C(N1)C=1C=NC(=CC1)OCCCF)=O (4-chloro-3-{4-[6-(3-fluoropropoxy)pyridin-3-yl]-6-oxo-1,6-dihydropyrimidin-2-yl}benzyl)propionamide